NC1C(N(C=2N(CC1)N=C(C2)C2CC2)C)=O 6-amino-2-cyclopropyl-4-methyl-7,8-dihydro-6H-pyrazolo[1,5-a][1,3]diazepin-5-one